4-(2-(5-bromo-6-hydroxy-3,3-dimethyl-2-oxoindolin-1-yl)acetamido)butanoic acid BrC=1C=C2C(C(N(C2=CC1O)CC(=O)NCCCC(=O)O)=O)(C)C